(S)-4-(2-(4-fluorobenzamido)-3-(pyridin-2-yl)propionamido)benzene-1-sulfonyl chloride FC1=CC=C(C(=O)N[C@H](C(=O)NC2=CC=C(C=C2)S(=O)(=O)Cl)CC2=NC=CC=C2)C=C1